O1C(OCC1)C1CCN(CC1)C1=CC=CC=2N(C(N(C21)C)=O)N2C(CCCC2=O)=O (4-(4-(1,3-dioxolan-2-yl)piperidin-1-yl)-3-methyl-2-oxo-2,3-dihydro-1H-benzo[d]imidazol-1-yl)piperidine-2,6-dione